3-(4-benzylpiperazin-1-yl)-5-bromo-1-(4-(trifluoromethyl)phenyl)-1,2,3,4-tetrahydroquinoline C(C1=CC=CC=C1)N1CCN(CC1)C1CN(C2=CC=CC(=C2C1)Br)C1=CC=C(C=C1)C(F)(F)F